5β,6β-epoxycholestanol C[C@H](CCCC(C)CO)[C@H]1CC[C@@H]2[C@@]1(CC[C@H]3[C@H]2C[C@@H]4[C@]5([C@@]3(CCCC5)C)O4)C